(S)-1-(3-(cyclopropylsulfonyl)phenoxy)-3-((R)-8-(quinolin-6-ylsulfonyl)-1-oxa-8-azaspiro[4.5]decan-3-ylamino)propan-2-ol C1(CC1)S(=O)(=O)C=1C=C(OC[C@H](CN[C@H]2COC3(C2)CCN(CC3)S(=O)(=O)C=3C=C2C=CC=NC2=CC3)O)C=CC1